N1C=CC2=CC=C(C=C12)CNC1=NC2=CC(=CC=C2N=C1)C N-[(1H-indol-6-yl)methyl]-7-methylquinoxalin-2-amine